FC(C1CN(C1)CC=1N=C(N2C1C=NCC2)C=C)(F)F 1-((3-(trifluoromethyl)azetidin-1-yl)methyl)-3-vinyl-5,6-dihydroimidazo[1,5-a]pyrazin